Cl.COC(C1=CC=C(C=C1)CC(C(C(=O)OC)C)N)=O 4-(2-amino-4-methoxy-3-methyl-4-oxobutyl)benzoic acid methyl ester hydrochloride